trans-2-(piperidin-4-yl)-2-azaspiro[3.3]heptan-6-yl (4-((5-fluoro-4-(3-(2-oxopyridin-1(2H)-yl)phenyl)pyrimidin-2-yl)amino)cyclohexyl)carbamate FC=1C(=NC(=NC1)N[C@@H]1CC[C@H](CC1)NC(OC1CC2(CN(C2)C2CCNCC2)C1)=O)C1=CC(=CC=C1)N1C(C=CC=C1)=O